FC=1C=2N(C=CC1)N=C(C2)[C@H]2N(CCC1=C2N=CN1)C(=O)C1=NC(=NN1C)C(F)(F)F (S)-(4-(4-fluoropyrazolo[1,5-a]pyridin-2-yl)-6,7-dihydro-1H-imidazo[4,5-c]pyridin-5(4H)-yl)(1-methyl-3-(trifluoromethyl)-1H-1,2,4-triazol-5-yl)methanone